(6-oxa-3-aza-bicyclo[3.2.1]octan-3-yl)pyrimidin-4-amine C12CN(CC(OC1)C2)C2=NC=CC(=N2)N